COC1=CC=C(C=C1)CN1CC(CC1)OCC(F)(F)F 1-[(4-methoxyphenyl)methyl]-3-(2,2,2-trifluoroethoxy)pyrrolidine